2-(4-methyl-1H-pyrazol-1-yl)ethan-1-one CC=1C=NN(C1)CC=O